(2R,3S,4S,5R)-N-(7-chloro-1H-pyrrolo[2,3-c]pyridin-3-yl)-3-(3,4-difluoro-2-methoxyphenyl)-4,5-dimethyl-5-(trifluoromethyl)tetrahydrofuran-2-carboxamide ClC=1N=CC=C2C1NC=C2NC(=O)[C@@H]2O[C@]([C@H]([C@H]2C2=C(C(=C(C=C2)F)F)OC)C)(C(F)(F)F)C